(4S)-4-(3-chlorophenyl)-2-(4-nitrophenoxy)-1,3,2-dioxaphosphine-2-oxide ClC=1C=C(C=CC1)[C@H]1OP(OC=C1)(OC1=CC=C(C=C1)[N+](=O)[O-])=O